ClC1=CC=C(C=C1)C1=CC2=C(N=CN(C2=O)[C@@H]2COC[C@@H]2O)C(=N1)C=1C=NC=CC1 |r| rac-6-(4-chlorophenyl)-3-((cis)-4-hydroxytetrahydrofuran-3-yl)-8-(pyridin-3-yl)pyrido[3,4-d]pyrimidin-4(3H)-one